(P)-3-bromo-4-((6-fluoro-4-methylpyridin-2-yl)methoxy)-6''-(2-hydroxypropan-2-yl)-3'',5',6-trimethyl-2H-[1,4':2',2''-terpyridin]-2-one BrC=1C(N(C(=CC1OCC1=NC(=CC(=C1)C)F)C)C1=CC(=NC=C1C)C1=NC(=CC=C1C)C(C)(C)O)=O